NC1=NC(=CC(=N1)NCCC1=CC=C(C=C1)C)NC 2-amino-4-(4-methylphenylethylamino)-6-methylaminopyrimidine